2,5-bis(tert-butylperoxy)-2,5-bis(tert-butylperoxy)cyclohexaneN C(C)(C)(C)OOC1(C=CC(CC1)(OOC(C)(C)C)OOC(C)(C)C)OOC(C)(C)C